((1-(4-(aminomethyl)phenyl)piperidin-4-yl)methyl)carbamic acid tert-butyl ester C(C)(C)(C)OC(NCC1CCN(CC1)C1=CC=C(C=C1)CN)=O